C(C)(C)(C)OC(=O)N1CCC(CC1)N1C(C2=C(C=C(C=C2C(=C1)C=C)Br)F)=O.OC1=C(C=C(C=C1C(C1=CC=CC=C1)(C)C)C(C1=CC=CC=C1)(C)C)N1N=C2C(=N1)C=CC=C2 2-(2-hydroxy-3,5-bis(α,α-dimethylbenzyl)phenyl)benzotriazole tert-butyl-4-(6-bromo-4-ethenyl-8-fluoro-1-oxoisoquinolin-2-yl)piperidine-1-carboxylate